sodium diallylcarbamodithioate C(C=C)N(C(=S)[S-])CC=C.[Na+]